O=C1NC(=CC=C1C(=O)NC1CCCC2=C(C=CC=C12)C1=CC=CC=C1)C(F)(F)F 2-oxo-N-(5-phenyl-1,2,3,4-tetrahydronaphthalen-1-yl)-6-(trifluoromethyl)-1,2-dihydropyridine-3-carboxamide